1,4-cyclohex-anediol C1(CCC(CC1)O)O